ClC1=CC(=C(CNC(=O)C2CCN(CC2)CC2=CSC=C2)C=C1)C(F)(F)F N-(4-chloro-2-(trifluoromethyl)benzyl)-1-(thiophen-3-ylmethyl)piperidine-4-carboxamide